chloro-2'-methoxy-N-{[4-(1-methyl-1H-pyrazol-5-yl)-2,5-dioxoimidazolidin-4-yl]methyl}[biphenyl]-2-carboxamide ClC1=C(C(=CC=C1)C1=C(C=CC=C1)OC)C(=O)NCC1(NC(NC1=O)=O)C1=CC=NN1C